OC1=C(C=C(C=C1)C(F)(F)F)C1=C(CCC2N(CCCC2)C)C=CC=C1 2-[2-(2-hydroxy-5-trifluoromethyl-phenyl)-phenethyl]-N-methylpiperidine